N-(3-(3,5-dimethylisoxazol-4-yl)-1-(2-hydroxy-2-methylpropyl)-1H-pyrazol-4-yl)pyrazolo[1,5-a]pyrimidine-3-carboxamide CC1=NOC(=C1C1=NN(C=C1NC(=O)C=1C=NN2C1N=CC=C2)CC(C)(C)O)C